NC(CSC(CC1=C2NC(=C1)C(=C1C=CC(=N1)C(=C1C=CC(N1)=C(C=1C=CC(N1)=C2C)C)C)C)SCC(N)C(=O)O)C(=O)O bis((aminocarboxyethyl)thio)ethyltetramethylporphine